2-((2-(2,6-dioxopiperidin-3-yl)-1-oxoisoindolin-4-yl)thio)-N-(3-((3aR,4R,9bR)-4-(hydroxymethyl)-1-tosyl-2,3,3a,4,5,9b-hexahydro-1H-pyrrolo[3,2-c]quinolin-8-yl)phenyl)acetamide O=C1NC(CCC1N1C(C2=CC=CC(=C2C1)SCC(=O)NC1=CC(=CC=C1)C1=CC=2[C@H]3[C@@H]([C@@H](NC2C=C1)CO)CCN3S(=O)(=O)C3=CC=C(C)C=C3)=O)=O